FC(C1=C(C=C(C=N1)C1=NC(C(C2=CC=CC=C12)(F)F)(C)C)OC)F 1-(6-(difluoromethyl)-5-methoxy-pyridin-3-yl)-4,4-difluoro-3,3-dimethyl-3,4-dihydro-isoquinoline